C(C)[C@H]1N(C[C@@H](N(C1)C=1C=2C(N(C(C1)=O)C)=CN(N2)CC#N)C)C(C2=NC=C(C=C2)C(F)(F)F)C2=CC=C(C=C2)F 2-(7-((2S,5R)-5-ethyl-4-((4-fluorophenyl)(5-(trifluoromethyl)pyridin-2-yl)methyl)-2-methylpiperazin-1-yl)-4-methyl-5-oxo-4,5-dihydro-2H-pyrazolo[4,3-b]pyridin-2-yl)acetonitrile